FC1=C2C(=NC=C1C(=O)OC)N(C=C2)C methyl 4-fluoro-1-methyl-1H-pyrrolo[2,3-b]pyridine-5-carboxylate